C(C)(C)(C)NC(=O)N1CCNC2=CC(=CC=C12)OC N-tert-butyl-6-methoxy-3,4-dihydroquinoxaline-1(2H)-carboxamide